3-ethylbicyclo[3.2.0]hept-3-ene C(C)C=1CC2CCC2C1